tert-butyl (S)-8-(hydroxymethyl)-6-(1-(2,4,5-trifluorobenzyl)-1H-pyrazole-4-carbonyl)-2,6-diazaspiro[3.4]octane-2-carboxylate OC[C@@H]1CN(CC12CN(C2)C(=O)OC(C)(C)C)C(=O)C=2C=NN(C2)CC2=C(C=C(C(=C2)F)F)F